2-(5-fluoro-2-(3-(1-((5-methyl-1,2,4-oxadiazol-3-yl)methyl)-1H-indazole-3-carboxamido)-4-(piperidin-1-yl)benzamido)phenyl)acetic acid FC=1C=CC(=C(C1)CC(=O)O)NC(C1=CC(=C(C=C1)N1CCCCC1)NC(=O)C1=NN(C2=CC=CC=C12)CC1=NOC(=N1)C)=O